N-(6-(1-methyl-1H-1,2,3-triazol-4-yl)isoquinolin-3-yl)-2-(piperidin-1-yl)acetamide CN1N=NC(=C1)C=1C=C2C=C(N=CC2=CC1)NC(CN1CCCCC1)=O